FC(C(=O)O)(F)F.N1=CN=C(C=C1)C1=NC2=CN=CC=C2C(=C1)N1CCC2(CCNC2)CC1 2-(pyrimidin-4-yl)-4-(2,8-diazaspiro[4.5]decan-8-yl)-1,7-naphthyridine trifluoroacetate